((2R,3S,4S,5S,6S)-3,4,5-tris(benzyloxy)-6-methoxytetrahydro-2H-pyran-2-yl)-2-(triphenylmethoxy)ethan-1-ol C(C1=CC=CC=C1)O[C@@H]1[C@H](O[C@@H]([C@H]([C@H]1OCC1=CC=CC=C1)OCC1=CC=CC=C1)OC)C(COC(C1=CC=CC=C1)(C1=CC=CC=C1)C1=CC=CC=C1)O